NC(C(CO)NC(=O)C1=C(OC2=C1C=C(C=C2)OCC2=C(C=CC=C2)F)C)=O N-(1-amino-3-hydroxy-1-oxopropan-2-yl)-5-((2-fluorobenzyl)oxy)-2-methylbenzofuran-3-carboxamide